2-chloro-6-[3-[(2,2-difluoro-1-methyl-cyclopropyl)methoxy]pyrazol-1-yl]pyridine-3-carboxylic acid ClC1=NC(=CC=C1C(=O)O)N1N=C(C=C1)OCC1(C(C1)(F)F)C